2-amino-N-phenylhexanamide NC(C(=O)NC1=CC=CC=C1)CCCC